3,4,5-triacetoxystyrene C(C)(=O)OC=1C=C(C=C)C=C(C1OC(C)=O)OC(C)=O